9-fluoro-3-[4-(4-fluorophenyl)-1,3-thiazol-2-yl]-1,3,4,11,12,12a-hexahydropyrido[1,2-b][2]benzazepin-6(2H)-one FC=1C=CC2=C(CCC3N(C2=O)CC(CC3)C=3SC=C(N3)C3=CC=C(C=C3)F)C1